2-Cyanopropan-2-yl N-methyl-N-(pyridin-4-yl)carbamodithioate CN(C(=S)SC(C)(C)C#N)C1=CC=NC=C1